isobutyl alcohol hydrogen sulfate S(=O)(=O)(O)OCC(C)C